4-(4-(3-bromo-5-fluoro-2-methoxyphenyl)pyridin-2-yl)piperazine-1-carboxylic acid tert-butyl ester C(C)(C)(C)OC(=O)N1CCN(CC1)C1=NC=CC(=C1)C1=C(C(=CC(=C1)F)Br)OC